3-ethyltetrahydrofuran C(C)C1COCC1